6-isopropyl-3-(3-methylbenzyl)pyrazin C(C)(C)C1=CN=C(C=N1)CC1=CC(=CC=C1)C